[Cr](=O)(=O)(O)O.C(CCCCCCCCCCCCC)[SiH](CCCCCCCCCCCCCC)CCCCCCCCCCCCCC tri(tetradecyl)silane chromate